The molecule is a polyunsaturated fatty acyl-CoA(4-) obtained by deprotonation of phosphate and diphosphate OH groups of (2E,4E)-tetradecadienoyl-CoA; major species at pH 7.3. It is a 6-saturated-trans,trans-2,4-dienoyl-CoA(4-), a long-chain fatty acyl-CoA(4-) and a polyunsaturated fatty acyl-CoA(4-). It is a conjugate base of a (2E,4E)-tetradecadienoyl-CoA. CCCCCCCCC/C=C/C=C/C(=O)SCCNC(=O)CCNC(=O)[C@@H](C(C)(C)COP(=O)([O-])OP(=O)([O-])OC[C@@H]1[C@H]([C@H]([C@@H](O1)N2C=NC3=C(N=CN=C32)N)O)OP(=O)([O-])[O-])O